OC1=C(C=CC=C1)C\C=C\C1=CC=CC=C1 (E)-1-(2-Hydroxyphenyl)-3-phenylprop-2-en